FC(C1(NC=CC=C1)C(=O)NC1=C2[C@H](CC(C2=CC=C1)(C)C)CC)F 2-(difluoromethyl)-N-[(3S)-3-ethyl-1,1-dimethyl-indan-4-yl]pyridinecarboxamide